3,7-dimethyl-1-(6,6,6-trifluoro-5-methyl-5-(trimethylsiloxy)hexyl)-1H-purine CN1CN(C=C2N(CN=C12)C)CCCCC(C(F)(F)F)(O[Si](C)(C)C)C